ClC1=CC=C(C=N1)CN1C=CC=C2C1=NC(N(C2=O)CC2=CN=C(S2)Cl)=O 8-((6-chloropyridin-3-yl)methyl)-3-((2-chlorothiazol-5-yl)methyl)pyrido[2,3-d]pyrimidine-2,4(3H,8H)-dione